N-(2-amino-5-chlorophenyl)-N-methylmethanesulfonamide NC1=C(C=C(C=C1)Cl)N(S(=O)(=O)C)C